2-(3-amino-4-{[(2S)-2-(benzyloxycarbonylamino)-2-(4,4-difluorocyclohexyl)-acetyl]amino}-2-fluorophenyl)-4,4-difluorobutanoic acid methyl ester COC(C(CC(F)F)C1=C(C(=C(C=C1)NC([C@H](C1CCC(CC1)(F)F)NC(=O)OCC1=CC=CC=C1)=O)N)F)=O